4-cyano-N-(3,3-difluoropiperidin-4-yl)-2-methyl-5-((2-(trifluoromethyl)pyridin-3-yl)-methoxy)benzofuran-3-carboxamide C(#N)C1=C(C=CC2=C1C(=C(O2)C)C(=O)NC2C(CNCC2)(F)F)OCC=2C(=NC=CC2)C(F)(F)F